8-(1-((6-chloro-2-(1-hydroxy-1,3-dihydrobenzo[c][1,2]oxaborol-6-yl)pyridin-3-yl)amino)ethyl)-2-isopropyl-3,6-dimethyl-4H-chromen-4-one ClC1=CC=C(C(=N1)C=1C=CC2=C(B(OC2)O)C1)NC(C)C=1C=C(C=C2C(C(=C(OC12)C(C)C)C)=O)C